FC=1C(=C2C(=NNC2=CC1)CCN(C(C)C)C)OC N-(2-(5-fluoro-4-methoxy-1H-indazol-3-yl)ethyl)-N-methylpropan-2-amine